NC1=C(C=2C(=NC(=C(N2)OCC2=CC=CC=C2)C([2H])([2H])[2H])N1C1=C(C(=CC=C1C)OC)C)C#N 6-amino-2-benzyloxy-5-(3-methoxy-2,6-dimethyl-phenyl)-3-(trideuteromethyl)pyrrolo[2,3-b]Pyrazine-7-carbonitrile